C(N)(OC=1C2=C(N=C(N1)SCCC)N(N=N2)[C@H]2CO[C@H]([C@@H]2O)C(OC)OC)=O (3-((3S,4R,5R)-5-(dimethoxymethyl)-4-hydroxytetrahydrofuran-3-yl)-5-(propylthio)-3H-[1,2,3]triazolo[4,5-d]pyrimidin-7-yl) carbamate